tert-butyl ((1r,3r)-3-(4-(2-(4-((2-bromopyrimidin-4-yl)oxy)phenyl)propan-2-yl)phenoxy)cyclobutyl)carbamate BrC1=NC=CC(=N1)OC1=CC=C(C=C1)C(C)(C)C1=CC=C(OC2CC(C2)NC(OC(C)(C)C)=O)C=C1